C1(=CC=CC=C1)NCCN1CCC(CC1)NC1=CC=C(C=C1)C 1-(2-(phenylamino)ethyl)-N-(p-tolyl)piperidin-4-amine